O1CCC2=C1C=C(C=C2)C2(CC2)C(=O)O 1-(2,3-dihydrobenzofuran-6-yl)cyclopropanecarboxylic acid